C(C)N(CCCCN(C)CC)C N,N'-diethyl-N,N'-dimethyl-1,4-butanediamine